monomethoxyphenol COC1=CC=C(C=C1)O